2-methylpropanoic acid [5-(2-bromo-3-chloro-6-fluoro-phenyl)-1,3-dimethyl-6-oxo-pyridazin-4-yl] ester BrC1=C(C(=CC=C1Cl)F)C1=C(C(=NN(C1=O)C)C)OC(C(C)C)=O